BrC1=CC=C(C=C1)CCNC1=C2C(N(C(C2=CC=C1)=O)C1C(NC(CC1)=O)=O)=O 4-[2-(4-Bromophenyl)ethylamino]-2-(2,6-dioxo-3-piperidyl)isoindoline-1,3-dione